2-chloro-1-(oxolan-3-yl)ethan-1-one ClCC(=O)C1COCC1